C(C)(=O)NCCC1=CN(C2=CC=C(C=C12)SCC)C(=O)OC(C)(C)C tert-butyl 3-(2-acetamidoethyl)-5-(ethylthio)-1H-indole-1-carboxylate